ClC1=C(OC2=CC=CC(=N2)S(=O)(=O)NC(=O)C=2C(=NC=CC2)N2C(CC(C2)C)(C)C)C=CC(=C1)Cl N-[[6-(2,4-Dichlorophenoxy)-2-pyridyl]sulfonyl]-2-(2,2,4-trimethylpyrrolidin-1-yl)pyridin-3-carboxamid